[3-(2-Benzyloxyethyl)triazol-4-yl]-tributyl-stannane C(C1=CC=CC=C1)OCCN1N=NC=C1[Sn](CCCC)(CCCC)CCCC